(3,4-difluoro-2-methylphenyl)boronic acid FC=1C(=C(C=CC1F)B(O)O)C